CC(CC(NC(C1=CC=CC=C1)(C1=CC=CC=C1)C1=CC=CC=C1)C1=NN=NN1C(C)(CC(C)(C)C)C)C 3-Methyl-1-(1-(2,4,4-trimethylpentan-2-yl)-1H-tetrazol-5-yl)-N-tritylbutan-1-amine